1-[(1R,4R)-4-[5-(2,6-DIOXOPIPERIDIN-3-YL)-2H-INDAZOL-2-YL]CYCLOHEXANECARBONYL]PIPERIDINE O=C1NC(CCC1C1=CC2=CN(N=C2C=C1)C1CCC(CC1)C(=O)N1CCCCC1)=O